O=C1NC(CCC1N1C(C2=CC(=C(C=C2C1=O)F)N1CC2N(C(C1)C2)CC2CCNCC2)=O)=O 2-(2,6-dioxopiperidin-3-yl)-5-fluoro-6-(6-(piperidin-4-ylmethyl)-3,6-diazabicyclo[3.1.1]heptan-3-yl)isoindoline-1,3-dione